(S)-1-benzyl-N-(7-((1-hydroxycyclopentyl)ethynyl)-5-methyl-4-oxo-2,3,4,5-tetrahydrobenzo[b][1,4]oxazepin-3-yl)-1H-1,2,4-triazole-3-carboxamide C(C1=CC=CC=C1)N1N=C(N=C1)C(=O)N[C@@H]1C(N(C2=C(OC1)C=CC(=C2)C#CC2(CCCC2)O)C)=O